O=C1NC(CCC1N1N=NC2=C(C1=O)C=CC(=C2)NCC(=O)OC(C)(C)C)=O tert-butyl (3-(2,6-dioxopiperidin-3-yl)-4-oxo-3,4-dihydrobenzo[d][1,2,3]triazin-7-yl)glycinate